CC1=C(C=C(C=C1)NC2=NC3=CC=CC=C3C(=N2)N)Cl The molecule is a member of the class of quinazolines that is quinazoline-2,4-diamine in which one of the hydrogens attached to the amino group at position 2 is replaced by a 3-chloro-4-methylphenyl group. It has been found to stimulate the immune defences of the nematode Caenorhabditis elegans, so affording protection from bacterial infection. It has a role as an immunomodulator. It is a member of quinazolines, a primary amino compound, a secondary amino compound, a substituted aniline and a member of monochlorobenzenes.